ClC=1C=C(C=CC1F)NC(N([C@H](C)C1=CN=C(C2=CC=CC=C12)OCC1=NN(C=N1)C)CCCO)=O |r| Racemic-3-(3-chloro-4-fluorophenyl)-1-(3-hydroxypropyl)-1-(1-(1-((1-methyl-1H-1,2,4-triazol-3-yl)methoxy)isoquinolin-4-yl)ethyl)urea